C(C1=CC=CC=C1)OC(=O)N([C@H](C(=O)OC)CCSC)CC#C (S)-Methyl 2-(((benzyloxy)carbonyl)(prop-2-yn-1-yl)amino)-4-(methylthio)butanoate